NC1=C(C=C(N=N1)C1=C(C=CC=C1)O)OC1CNCCC1 (6-amino-5-(piperidin-3-yloxy)pyridazin-3-yl)phenol